ClC=1C(=CC(=NC1)OC)C1=CC(=NN1)C(=O)N1[C@@H]2CCC[C@H]1CC2 (1R,3S,5S)-8-[5-(5-chloro-2-methoxypyridin-4-yl)-1H-pyrazole-3-carbonyl]-8-azabicyclo[3.2.1]octane